1-(2-((3-(2-((1,5-dimethyl-1H-pyrazol-3-yl) amino)-5-methylpyrimidin-4-yl)-1H-indol-7-yl) amino)-2-oxoethyl) piperidin-4-ylmethylsulfonate N1CCC(CC1)CS(=O)(=O)OCC(=O)NC=1C=CC=C2C(=CNC12)C1=NC(=NC=C1C)NC1=NN(C(=C1)C)C